ClC1=CC(=C(OCC2=NC=CC(=C2)OC2CCN(CC2)CC2=NC3=C(N2CC2(CC2)O)C=C(C=C3)C(=O)O)C=C1)F 2-{[4-({2-[(4-chloro-2-fluorophenoxy)methyl]pyridin-4-yl}oxy)piperidin-1-yl]methyl}-1-[(1-hydroxycyclopropyl)methyl]-1H-1,3-benzodiazole-6-carboxylic acid